N-(1-(4-((6-(Trifluoromethyl)benzo[b]thiophen-2-yl)methyl)piperazine-1-carbonyl)-1H-pyrazol-3-yl)methanesulfonamide FC(C=1C=CC2=C(SC(=C2)CN2CCN(CC2)C(=O)N2N=C(C=C2)NS(=O)(=O)C)C1)(F)F